BrC=1C=C2C(=C(C=NC2=CC1F)[N+](=O)[O-])Cl 6-bromo-4-chloro-7-fluoro-3-nitroquinoline